N1(CCCCC1)C=1C=NC=CC1 tetrahydro-2H-[1,3']bipyridinyl